C1(=CC=CC=C1)C1(CC(=NO1)C(=O)O)C1=CC=CC=C1.C(C)(C)N isopropyl-amine 4,5-dihydro-5,5-diphenyl-isoxazole-3-carboxylate